C(C)(C)(C)C1=CC=C(C=C1)B(O)O (4-{tert-butyl}phenyl)boronic acid